2-(6-oxo-5-(trifluoromethyl)-1,6-Dihydropyridin-3-yl)ethyl-4-(5-(trifluoromethyl)pyrimidin-2-yl)piperazine-1-carboxylate O=C1C(=CC(=CN1)CCOC(=O)N1CCN(CC1)C1=NC=C(C=N1)C(F)(F)F)C(F)(F)F